ClC=1C=CC(=C2C=C(NC12)C(=O)N1[C@H]2CC([C@@H]([C@H]1C(=O)N[C@@H](C[C@@H]1C(NCCC1)=O)C#N)CC2)(F)F)F (1R,3S,4R)-2-(7-chloro-4-fluoro-1H-indole-2-carbonyl)-N-[(1S)-1-cyano-2-[(3R)-2-oxo-3-piperidyl]ethyl]-5,5-difluoro-2-azabicyclo[2.2.2]octane-3-carboxamide